NC1N(C=CC=C1)C=1C=NC=CC1 amino-2H-[1,3'-bipyridine]